C(C)(C)(C)OC(N(C)[C@H](C(=O)N1CCN(CC1)C1=NC=C(C=C1)C#N)C)=O (S)-(1-(4-(5-cyanopyridin-2-yl)piperazin-1-yl)-1-oxopropan-2-yl)(methyl)carbamic acid tert-butyl ester